ClC1=CC=C(C=C1)C=1C=CC(=C(C=O)C1)B1OC(C(O1)(C)C)(C)C 5-(4-chlorophenyl)-2-(4,4,5,5-tetramethyl-1,3,2-dioxaborolan-2-yl)benzaldehyde